CN(CCCOCC1=CC=C(C=N1)C1=CC=2C3=C(N=NC2C=C1)N(C(N3C(C)C)=O)C)C 8-(6-((3-(dimethylamino)propoxy)methyl)pyridin-3-yl)-1-isopropyl-3-methyl-1H-imidazo[4,5-c]cinnolin-2(3H)-one